[2-(trifluoromethyl)pyridin-3-yl]Hydrosulfide FC(C1=NC=CC=C1S)(F)F